5-(2-(cyclobutylmethyl)-7H-pyrrolo[2,3-d]pyrimidin-5-yl)-N-(2,2-difluoroethyl)pyrazolo[1,5-a]pyridine-3-carboxamide C1(CCC1)CC=1N=CC2=C(N1)NC=C2C2=CC=1N(C=C2)N=CC1C(=O)NCC(F)F